OC[C@H]1O[C@@H]2CCN([C@H]1C2)C(=O)OCC2=CC=CC=C2 benzyl (1S,5R,7S)-7-(hydroxymethyl)-6-oxa-2-azabicyclo[3.2.1]octane-2-carboxylate